(R)-2-((benzo[d]thiazol-5-ylmethyl)(3,3-dimethylbut-2-yl)amino)-2-oxoacetic acid methyl ester COC(C(=O)N([C@H](C)C(C)(C)C)CC=1C=CC2=C(N=CS2)C1)=O